BrC=1C=C2C(=NC1)NC([C@]21CC=2C(=NC=C(C2)C(=O)OCC)C1)=O ethyl (S)-5'-bromo-2'-oxo-1',2',5,7-tetrahydrospiro[cyclopenta[b]pyridine-6,3'-pyrrolo[2,3-b]pyridine]-3-carboxylate